C[C@@H]1CCOCCCN2N=CC(C3=NN(C=4C=NC(O1)=CC34)C3OCCCC3)=C2 (12R)-12-methyl-18-(oxan-2-yl)-9,13-dioxa-4,5,15,18,19-pentaazatetracyclo[12.5.2.12,5.017,20]docosa-1(19),2(22),3,14(21),15,17(20)-hexaene